C=1(C(=CC=C2C=C3C=CC=CC3=CC12)S(=O)(=O)[O-])S(=O)(=O)OC.[K+] potassium methyl anthracenedisulfonate